(R)-1-benzyl-3-tosyloxypiperidine (E)-7-(3-(3,4,5-trimethoxybenzylidene)-2,5-dioxopyrrolidinyl)heptanoate COC=1C=C(\C=C/2\C(N(C(C2)=O)CCCCCCC(=O)O)=O)C=C(C1OC)OC.C(C1=CC=CC=C1)N1C[C@@H](CCC1)OS(=O)(=O)C1=CC=C(C)C=C1